FC1=C(C=CC(=C1)C(F)(F)F)CNC1CN(C1)C(=O)N1CC2(C1)CC(C2)C2=NN=C(N2)C2(CC2)O [3-[[2-fluoro-4-(trifluoromethyl)phenyl]methylamino]azetidin-1-yl]-[6-[5-(1-hydroxycyclopropyl)-4H-1,2,4-triazol-3-yl]-2-azaspiro[3.3]heptan-2-yl]methanone